(R)-2-amino-3-(6,7-dimethylthieno[3,2-b]pyridine-2-carboxamido)propionic acid methyl ester COC([C@@H](CNC(=O)C1=CC2=NC=C(C(=C2S1)C)C)N)=O